FC(OC1C2=CC=CC=C2C=2C=C(C=CC12)C(=O)NCC(=O)OC(C)(C)C)F tert-butyl (9-(difluoromethoxy)-9H-fluorene-3-carbonyl)glycinate